C12C(CC(C=C1)CC2)CO bicyclo[2.2.2]oct-5-en-2-ylmethanol